ClC1=C(C(=CC(=C1)Cl)F)NC=1N(C2=NC(=NC=C2N1)N[C@@H]1C[C@@H](CCC1)O)C1CCC(CC1)(C(=O)N)C (1R,4s)-4-(8-(2,4-dichloro-6-fluorophenylamino)-2-((1S,3R)-3-hydroxycyclohexylamino)-9H-purin-9-yl)-1-methylcyclohexanecarboxamide